5-methyl-1-(1-((4'-(methylsulfonyl)-[1,1'-biphenyl]-4-yl)methyl)-1H-indol-5-yl)-1H-pyrazole-3-carboxamide CC1=CC(=NN1C=1C=C2C=CN(C2=CC1)CC1=CC=C(C=C1)C1=CC=C(C=C1)S(=O)(=O)C)C(=O)N